2,3,3,4,4,5-hexafluoro-tetrahydro-2,5-bis(perfluoro-2-propyl)furan FC1(OC(C(C1(F)F)(F)F)(C(C(F)(F)F)(C(F)(F)F)F)F)C(C(F)(F)F)(C(F)(F)F)F